Sodium (2S,5R)-2-(N-(1-(tert-butoxycarbonyl)piperidine-4-carbonyl)carbamimidoyl)-7-oxo-1,6-diazabicyclo[3.2.1]octan-6-yl Sulfate S(=O)(=O)(ON1[C@@H]2CC[C@H](N(C1=O)C2)C(NC(=O)C2CCN(CC2)C(=O)OC(C)(C)C)=N)[O-].[Na+]